4-butylidene furan-2,5-dicarboxylate O1C2=CC=C1C(=O)OC(CCC)OC2=O